C(C)(C)(C)OC(NCC1=NNC(C2=CC=C(C=C12)C1=C(N(N=C1)C)C=1C(=NN(C1)CC1=C(C=CC=C1)C#N)Cl)=O)=O tert-butyl((7-(3'-chloro-1'-(2-cyanobenzyl)-2-methyl-1'H,2H-[3,4'-bipyrazol]-4-yl)-4-oxo-3,4-dihydrophthalazin-1-yl)methyl)carbamate